[(3S)-tetrahydrofuran-3-yl] N-[(1R)-3-morpholino-3-oxo-1-[[(1R)-4-phenyl-1-(4,4,5,5-tetramethyl-1,3,2-dioxaborolan-2-yl)butyl]carbamoyl]propyl]carbamate O1CCN(CC1)C(C[C@H](C(N[C@@H](CCCC1=CC=CC=C1)B1OC(C(O1)(C)C)(C)C)=O)NC(O[C@@H]1COCC1)=O)=O